(Exo)-5-hexyl-3a-(1-(2-methoxyphenyl)vinyl)-4-phenyl-1,2,3,3a,6,6a-hexahydropentalen-1-ol C(CCCCC)C1=C(C2(CCC(C2C1)O)C(=C)C1=C(C=CC=C1)OC)C1=CC=CC=C1